bis{(t-butyldimethylsilyl)amino}methylvinylsilane [Si](C)(C)(C(C)(C)C)NC(N[Si](C)(C)C(C)(C)C)C=C[SiH3]